ClC1=CC=C(C=C1)C1=NN(CCC1C1=CC=CC=C1)\C(\NCCCC(=O)O)=N/S(=O)(=O)C1=CC=C(C=C1)C(F)(F)F (Z)-4-(3-(4-chlorophenyl)-4-phenyl-N'-((4-(trifluoromethyl)phenyl)sulfonyl)-1,4,5,6-tetrahydropyridazine-1-carboximidamido)butanoic acid